1-acetylpyrazole C(C)(=O)N1N=CC=C1